8-fluoro-2-(((S)-1-methylpyrrolidin-2-yl)methoxy)-6-(trifluoromethyl)quinazolin FC=1C=C(C=C2C=NC(=NC12)OC[C@H]1N(CCC1)C)C(F)(F)F